C[Si]1(CCN(CC1)C1=C(C(=O)NC2=NC(=CC=C2)OC[C@@H](C(F)(F)F)O)C=CC(=C1)NS(=O)(=O)C)C (S)-2-(4,4-dimethyl-1,4-azasilinan-1-yl)-4-(methylsulfonamido)-N-(6-(3,3,3-trifluoro-2-hydroxypropoxy)pyridin-2-yl)benzamide